N-(2-(5-(5-(2-cyclopentylethyl)-1,2,4-oxadiazol-3-yl)-1H-benzo[d]imidazol-1-yl)ethyl)cyclopentanamide C1(CCCC1)CCC1=NC(=NO1)C1=CC2=C(N(C=N2)CCNC(=O)C2CCCC2)C=C1